BrC1=CC=CN2C(=C(C=C12)C#CCNC=1C=2N(C=C(C1)C(=O)O)C=CN2)SC(F)(F)F 8-[(3-{8-bromo-3-[(trifluoromethyl)sulfanyl]indolizin-2-yl}prop-2-yn-1-yl)amino]imidazo[1,2-a]pyridine-6-carboxylic acid